4-(3-(2-amino-7H-pyrrolo[2,3-d]pyrimidin-7-yl)-4-methoxyphenyl)-2-(thiazol-2-yl)but-3-yn-2-ol NC=1N=CC2=C(N1)N(C=C2)C=2C=C(C=CC2OC)C#CC(C)(O)C=2SC=CN2